C1(CCCC1)OC1=C(C=C(C=C1)F)CNC(=O)C=1C(=NC=C(C1)C=1C=CC=2N(N1)C=C(N2)NC(C)=O)C N-{[2-(cyclopentyloxy)-5-fluorophenyl]methyl}-5-{2-acetamidoimidazo[1,2-b]pyridazin-6-yl}-2-methylpyridine-3-carboxamide